FC(OC1=C(C(=C(C=C1)C1=CN=C(N1C)C(=O)NC1=CC(=C(C(=O)NCCCNC(OC(C)(C)C)=O)C=C1)CC)F)F)F tert-butyl N-[3-[[4-[[5-[4-(difluoromethoxy)-2,3-difluoro-phenyl]-1-methylimidazole-2-carbonyl]amino]-2-ethyl-benzoyl]amino]propyl]carbamate